2-vinylbenzyl-3-methyl-3-phenyl-4-vinylbenzyl-2-vinylbenzyl-4-(trifluoromethyl)styrene C(=C)C1=C(CC(=C(CC2=C(C=CC=C2)C=C)CC=2CC(C(=CC2)C=C)(C2=CC=CC=C2)C)C2=CC=C(C=C2)C(F)(F)F)C=CC=C1